OC[C@H](C1=CC=CC=C1)NC1=CC(=NC=C1C=1OC=NN1)NC=1N=CC2=C(N1)C(OC2=O)(C)C (S)-2-((4-((2-hydroxy-1-phenylethyl)amino)-5-(1,3,4-oxadiazol-2-yl)pyridin-2-yl)amino)-7,7-dimethylfuro[3,4-d]pyrimidin-5(7H)-one